4,4,7a-trimethyl-3a,5-dihydro-3H-1-benzofuran-2-one CC1(CC=CC2(C1CC(O2)=O)C)C